tertbutyl (S)-4-(1-(2,6-bis(benzyloxy)pyridin-3-yl)-3-methyl-2-oxo-2,3-dihydro-1H-benzo[d]imidazol-5-yl)-3,3-difluoropiperidine-1-carboxylate C(C1=CC=CC=C1)OC1=NC(=CC=C1N1C(N(C2=C1C=CC(=C2)[C@H]2C(CN(CC2)C(=O)OC(C)(C)C)(F)F)C)=O)OCC2=CC=CC=C2